N1CCC=CC1C=1C=NC=CC1 3-(1,2,3,6-tetrahydropyridin-6-yl)pyridine